2-(6-([1,1'-biphenyl]-4-yl)-8-phenyldibenzo[b,d]thiophen-4-yl)-4,4,5,5-tetramethyl-1,3,2-dioxaborolane C1(=CC=C(C=C1)C1=CC(=CC=2C3=C(SC21)C(=CC=C3)B3OC(C(O3)(C)C)(C)C)C3=CC=CC=C3)C3=CC=CC=C3